N-methylbutylmorpholine tetrafluoroborate F[B-](F)(F)F.CN1C(COCC1)CCCC